OC=1C=CC2=C3C=CC4=C5C=CC(=CC5=CC=C4C3=CC=C2C1)O 3,10-dihydroxypicene